FC1(C(C1)C=1C=NN2C1N=C(N=C2NCC2=CC=C(C=C2)NC(CC)=O)NC2CCOCC2)F N-(4-(((8-(2,2-difluorocyclopropyl)-2-((tetrahydro-2H-pyran-4-yl)amino)pyrazolo[1,5-a][1,3,5]triazin-4-yl)amino)methyl)phenyl)propanamide